COC(=O)C1=NC=C(N=C1)C=O 5-FORMYL-PYRAZINE-2-CARBOXYLIC ACID METHYL ESTER